C(#N)C1=CC=C(S1)NC(C1=C(C=CC=C1)[N+](=O)[O-])=O N-(5-cyanothiophen-2-yl)-2-nitrobenzamide